(1aR,5aR)-2-(4-Fluoro-benzyl)-1a,2,5,5a-tetrahydro-1H-2,3-diaza-cyclopropa[a]pentalene-4-carboxylic acid (1-methyl-1-phenyl-ethyl)-amide CC(C)(C1=CC=CC=C1)NC(=O)C=1C=2C[C@@H]3[C@H](C2N(N1)CC1=CC=C(C=C1)F)C3